tetraazacycloheptadecine-17-carboxylic acid N1N=NN=CC=CC=CC=CC=CC=CC=C1C(=O)O